1-isopropyl-3-methyl-8-(6-(((1-methylpyrrolidin-3-yl)oxy)methyl)pyridin-3-yl)-1H-imidazo[4,5-c]cinnolin-2(3H)-one C(C)(C)N1C(N(C=2N=NC=3C=CC(=CC3C21)C=2C=NC(=CC2)COC2CN(CC2)C)C)=O